COC1=C(CN2C[C@H]([C@@H](C2)C)C=2NC(C3=C(N2)N(N=C3)C3CCOCC3)=O)C=CC=C1 6-[(3S,4S)-1-(2-methoxybenzyl)-4-methylpyrrolidin-3-yl]-1-(tetrahydro-2H-pyran-4-yl)-1,5-dihydro-4H-pyrazolo[3,4-d]pyrimidin-4-one